BrC(C#N)(CCC#N)CBr 2-bromo-2-(bromomethyl)-pentanedinitrile